dimethoxyphosphoryl-p-methoxyaniline COP(=O)(OC)NC1=CC=C(C=C1)OC